(5S)-5-phenyl-N-[(7S)-5-methyl-6-oxo-8,9-dihydro-7H-pyrido[3,2-b]azepin-7-yl]-6,7-dihydro-5H-pyrrolo[1,2-b][1,2,4]triazole-2-carboxamide C1(=CC=CC=C1)[C@@H]1CCC=2N1N=C(N2)C(=O)N[C@H]2CCC1=C(N(C2=O)C)C=CC=N1